N-methyl-6-(4-(thiazol-2-yl)phenoxy)pyridin-3-amine CNC=1C=NC(=CC1)OC1=CC=C(C=C1)C=1SC=CN1